O=C1NC(CCC1NC(=O)C1=CC=C(C=N1)N1CCN(CC1)CC1CCN(CC1)C1=CC=C(N=N1)C(=O)N)=O 6-[4-[[4-[6-[(2,6-dioxo-3-piperidinyl)carbamoyl]-3-pyridinyl]piperazin-1-yl]methyl]-1-piperidinyl]pyridazine-3-carboxamide